ClC=1C=C(C=CC1OCC1COCC1)NC=1C2=C(N=CN1)C=CC(=N2)N2[C@@H]1CN([C@H](C2)C1)C(C=C)=O 1-((1S,4S)-5-(4-((3-Chloro-4-((tetrahydrofuran-3-yl)methoxy)phenyl)amino)pyrido[3,2-d]pyrimidin-6-yl)-2,5-diazabicyclo[2.2.1]heptan-2-yl)prop-2-en-1-one